N-(3-triethoxysilylpropyl)butylamine C(C)O[Si](CCCNCCCC)(OCC)OCC